3,3'-diaminobiphenyl-tetramine NC1(C(C(=CC(=C1N)N)C1=CC(=CC=C1)N)N)N